vinyltin hydride C(=C)[SnH3]